1,1-dibutyl-phospholanium chloride [Cl-].C(CCC)[P+]1(CCCC1)CCCC